OC1=C(C=C(C=C1)O)CC(=O)O 2,5-Dihydroxyphenylacetic acid